F[C@@H]1C[C@]2(CCCN2C1)CO ((2R,7aR)-2-fluorohexahydro-1H-pyrrolizin-7a-yl)methanol